2,2-dimethyl-7-(pyridin-4-yl)-2H-chromen-3-carbaldehyde CC1(OC2=CC(=CC=C2C=C1C=O)C1=CC=NC=C1)C